CN(C1=CC(=CC=C1)[C@@H]1C(CN(CC1)C1CCC(CC1)N1N=CC(=C1)C1=C(N=NC(=C1)C1=C(C=CC=C1)O)N)(F)F)[C@H]1C(NC(CC1)=O)=O (3R)-3-[N-methyl-3-[(4R)-1-[4-[4-[3-amino-6-(2-hydroxyphenyl)pyridazin-4-yl]pyrazol-1-yl]cyclohexyl]-3,3-difluoro-4-piperidyl]anilino]piperidine-2,6-dione